FC(C=1OC(=NN1)C1=CC(=CC(=C1)C=1N(C=CN1)CC1=NOC(=C1)C)F)F 2-(difluoromethyl)-5-(3-fluoro-5-{1-[(5-methyl-1,2-oxazol-3-yl)methyl]-1H-imidazol-2-yl}phenyl)-1,3,4-oxadiazole